(2-chloro-6-methyl-phenyl)-2-[[6-[4-(2-hydroxyethyl)-1-piperazinyl]-2-methyl-4-pyrimidinyl]amino]-5-thiazolecarboxamide monohydrate O.ClC1=C(C(=CC=C1)C)C=1N=C(SC1C(=O)N)NC1=NC(=NC(=C1)N1CCN(CC1)CCO)C